CS(=O)(=O)C=1C=C(C=CC1)CN1C(S\C(\C1=O)=C/C1=C(C(=C(C=C1F)F)O)F)=O (5Z)-3-[(3-methanesulfonylphenyl)methyl]-5-[(2,4,6-trifluoro-3-hydroxyphenyl)methylidene]-1,3-thiazolidine-2,4-dione